2,3-dichloro-acryloyl chloride ClC(C(=O)Cl)=CCl